4-(chloromethyl)-6-fluorobenz[cd]indol-2(1H)-one ClCC=1C=C2C3=C(C(NC3=CC=C2F)=O)C1